3-(aminomethyl)-6-(trifluoromethyl)pyridin NCC=1C=NC(=CC1)C(F)(F)F